4-aminoindolecarboxamide NC1=C2C=C(NC2=CC=C1)C(=O)N